ClC1=C(C(=O)N2COC3=C(C2)C=CC=C3C3=CC(=C(C(=O)O)C=C3F)N(C3COC3)C)C(=CC(=C1)C=1C=NN(C1)C)Cl 4-[3-[2,6-Dichloro-4-(1-methylpyrazol-4-yl)benzoyl]-2,4-dihydro-1,3-benzoxazin-8-yl]-5-fluoro-2-[methyl(oxetan-3-yl)amino]benzoic acid